[N-](S(=O)(=O)C(F)(F)F)S(=O)(=O)C(F)(F)F.C(C)OC(C=C)=O.C[NH+](C)C trimethyl-ammonium ethyl-acrylate bis(trifluoromethanesulfonyl)imide